C(C)(C)C(C(=O)OC)(C(=O)OC)C1=NC(=NC=C1)N(S(=O)(=O)C1CC1)CC1=CC=C(C=C1)OC Dimethyl 2-isopropyl-2-(2-(N-(4-methoxybenzyl)cyclopropanesulfonamido)pyrimidinyl)malonate